propionamide, trifluoroacetate salt FC(C(=O)O)(F)F.C(CC)(=O)N